C1(CC(C(CC1)C(C)(C)O)O)C trans-menthane-3,8-diol